CC1CC(C1)C(=O)N1CC=2C3=C(N(N=C3CC1)C1=NNC=C1)N=C(C2)N2[C@@H](COCC2)C (R)-(3-methylcyclobutyl)(4-(3-methylmorpholino)-2-(1H-pyrazol-3-yl)-2,6,8,9-tetrahydro-7H-1,2,3,7-tetraazabenzo[cd]azulene-7-yl)methanone